C(C)(C)C1C(CC(CC1)C)O 2-isopropyl-5-methylcyclohexan-1-ol